4-(sec-Butyl)-2-(2-chloro-6-fluorophenyl)-6-(4-ethyl-3-(hydroxymethyl)-5-oxo-4,5-dihydro-1H-1,2,4-triazol-1-yl)-7-fluoro-3,4-dihydroisoquinolin-1(2H)-one C(C)(CC)C1CN(C(C2=CC(=C(C=C12)N1N=C(N(C1=O)CC)CO)F)=O)C1=C(C=CC=C1F)Cl